benzyl-2-mercaptopropionate C(C1=CC=CC=C1)OC(C(C)S)=O